2,4-dihydroxy-N-(4-(hydroxycarbamoyl)benzyl)-5-isopropyl-N-(4-(piperidin-1-yl)phenyl)benzamide OC1=C(C(=O)N(C2=CC=C(C=C2)N2CCCCC2)CC2=CC=C(C=C2)C(NO)=O)C=C(C(=C1)O)C(C)C